1-bromo-3-(difluoromethyl)-5-nitrobenzene BrC1=CC(=CC(=C1)[N+](=O)[O-])C(F)F